(3R,4S)-4-((1-cyclopropyl-2-(3-((2-methoxy-4-(methylsulfonyl)phenyl)amino)prop-1-yn-1-yl)-1H-indol-4-yl)amino)-3-fluoropiperidine-1-carboxylic acid tert-butyl ester C(C)(C)(C)OC(=O)N1C[C@H]([C@H](CC1)NC1=C2C=C(N(C2=CC=C1)C1CC1)C#CCNC1=C(C=C(C=C1)S(=O)(=O)C)OC)F